methyl 3-(2-chloropyrimidin-5-yl)acrylate ClC1=NC=C(C=N1)C=CC(=O)OC